1-(2-carbonyl-1,2-dihydropyrrolo[4,3,2-de]isoquinolin-6-yl)-5-(trifluoromethyl)-N-(2-(trifluoromethyl)pyridin-4-yl)-1H-pyrazole-4-carboxamide C(=O)=C1NC=2C3=C1C=NC=C3C(=CC2)N2N=CC(=C2C(F)(F)F)C(=O)NC2=CC(=NC=C2)C(F)(F)F